FC1=C(C(=O)N[C@H](C(=O)OC)CC2=CC=C(C=3N2C=CN3)C=3C(N(C2=CC=CC=C2C3C)C)=O)C(=CC(=C1)N1[C@@H](COCC1)C(F)(F)F)F methyl (S)-2-(2,6-difluoro-4-((S)-3-(trifluoromethyl)morpholino) benzamido)-3-(8-(1,4-dimethyl-2-oxo-1,2-dihydroquinolin-3-yl)imidazo[1,2-a]pyridin-5-yl)propanoate